(S)-4-(cyclopropylethynyl)-7-((4-(hydroxymethyl)-6-oxopyrimidin-1(6H)-yl)methyl)-4-(trifluoromethyl)-3,4-dihydroquinazolin C1(CC1)C#C[C@@]1(NC=NC2=CC(=CC=C12)CN1C=NC(=CC1=O)CO)C(F)(F)F